BrC1=CC2=C(N=C(S2)NC2=NC=CC(=C2)CO)C=C1 2-((6-bromobenzo[d]thiazol-2-yl)amino)-4-hydroxymethylpyridine